2-methyl-3-(naphthalen-2-yl)-N-(pyridin-2-yl)acrylamide (2-oxo-1,3-dioxolan-4-yl)methyl-2-methylpropanoate O=C1OCC(O1)COC(C(C)C)=O.CC(C(=O)NC1=NC=CC=C1)=CC1=CC2=CC=CC=C2C=C1